BrC1=NN=C(S1)CN(C1(CC1)C(=O)OC)C(NCC)=O methyl 1-[(5-bromo-1,3,4-thiadiazol-2-yl)methyl-(ethylcarbamoyl)amino]cyclopropanecarboxylate